methyl 1-(methoxymethyl)-1-methyl-3H-furo[3,4-c]pyridine-6-carboxylate COCC1(OCC=2C=NC(=CC21)C(=O)OC)C